O=C1NC(CCC1N1C(C2=CC=C(C=C2C1=O)N1CCN(CC1)CCCC=O)=O)=O 4-(4-(2-(2,6-dioxopiperidin-3-yl)-1,3-dioxoisoindolin-5-yl)piperazin-1-yl)butyraldehyde